3,5-bis(3-aminopropoxy)-N-(3-aminopropyl)benzamide NCCCOC=1C=C(C(=O)NCCCN)C=C(C1)OCCCN